C(C)(C)(C)OC(NC1C(N(CC1)C1CCN(CC1)C1=NC(=C(C(=C1C#N)CC)C#N)Cl)=O)=O (1-(1-(6-chloro-3,5-dicyano-4-ethylpyridin-2-yl)piperidin-4-yl)-2-oxopyrrolidin-3-yl)carbamic acid tert-butyl ester